4,5-Dibromothiophene-2-carbaldehyde BrC=1C=C(SC1Br)C=O